3-(4-aminophenyl)-3-methylpyrrolidine-2,4-dione NC1=CC=C(C=C1)C1(C(NCC1=O)=O)C